C(C)OC1=NC=CC=C1C1=NC(=C(C=C1)N1CC(CC1)CNC1=C(C=C(C=C1)F)C(F)(F)F)C(=O)N[C@H]1CNCC1 2'-ethoxy-5-(3-(((4-fluoro-2-(trifluoromethyl)phenyl)amino)methyl)pyrrolidin-1-yl)-N-((R)-pyrrolidin-3-yl)-[2,3'-bipyridine]-6-carboxamide